C[C@H](CC(C)C)C1=C(C=CC=C1)NC(=O)C=1C(=NN(C1F)C)C N-[2-[(1R)-1,3-dimethyl-butyl]phenyl]-5-fluoro-1,3-dimethyl-pyrazole-4-carboxamide